[Si](C)(C)(C(C)(C)C)OCC1=NN=C(S1)N (((tert-butyldimethylsilyl)oxy)methyl)-1,3,4-thiadiazol-2-amine